(E)-N-(2-(3-Chloro-4,6-dihydroxy-2-methylbenzoyl)isoindolin-4-yl)-4-(ethyl(methyl)amino)-N-methylbut-2-enamide ClC=1C(=C(C(=O)N2CC3=CC=CC(=C3C2)N(C(\C=C\CN(C)CC)=O)C)C(=CC1O)O)C